3-(6,7-dihydro-5H-pyrrolo[1,2-a]imidazol-2-yl)-3-(4-hydroxyphenyl)-7-(trifluoromethyl)indol-2-one N1=C2N(C=C1C1(C(NC3=C(C=CC=C13)C(F)(F)F)=O)C1=CC=C(C=C1)O)CCC2